1-(3-bromobenzyl)-N4-(pyridin-3-yl)-1H-1,2,4-triazole-3,5-diamine BrC=1C=C(CN2N=C(N(C2N)C=2C=NC=CC2)N)C=CC1